C1(=CC=CC=C1)C=1OC2=CC=CC=C2C(C1)=O.[C] carbon phenyl-chromone